N-ethyl-2-methyl-1-propylamine C(C)NCC(C)C